benzyl (2S,4R)-4-((tert-butyldimethylsilyl)oxy)-2-formylpyrrolidine-1-carboxylate [Si](C)(C)(C(C)(C)C)O[C@@H]1C[C@H](N(C1)C(=O)OCC1=CC=CC=C1)C=O